IC1=C(C=CC(=C1)C(=O)N1CCN(CC1)C=1OC=2C(=NC(=CC2)C)N1)O 2-Iodo-4-[(4-{5-methyl-[1,3]oxazolo[4,5-b]pyridin-2-yl}piperazin-1-yl)carbonyl]phenol